(5-cyclopropyl-2-((1-(1-methylpiperidin-4-yl)-1H-pyrazol-4-yl)amino)propyl)azepin-2-one C1(CC1)C1=C(C=NN1C1CCN(CC1)C)NC(CC=1C(N=CC=CC1)=O)C